C(C)C(C=CCCC(=O)OCC)CCCC ethyl 6-ethyldec-4-enoate